N[C@@H](C(=O)NC=1SC=C(N1)C1=C2C(=NC=C1)NC(=C2)C)C(C)(C)C (2R)-2-Amino-3,3-dimethyl-N-[4-(2-methyl-1H-pyrrolo[2,3-b]pyridin-4-yl)thiazol-2-yl]butanamide